2-(difluoromethoxy)-N-[(1R,2S)-2-fluorocyclopropyl]-4-[7-(3-hydroxyoxetan-3-yl)imidazo[1,2-a]pyridin-3-yl]-6-methoxy-benzamide FC(OC1=C(C(=O)N[C@H]2[C@H](C2)F)C(=CC(=C1)C1=CN=C2N1C=CC(=C2)C2(COC2)O)OC)F